(1s,3R,4S)-6-oxabicyclo[3.1.0]hexane [C@@H]12CCCC2O1